ClC1=CC=C(C=C1)[C@@H](NC([C@@H]1N(CCC1)C(=O)[C@@H]1CN(CCC1)S(=O)(=O)N1CC(C1)C#N)=O)[C@H]1OCCC1 N-((R)-(4-chlorophenyl)((2S)-tetrahydro-2-furanyl)methyl)-1-(((3S)-1-((3-cyano-1-azetidinyl)sulfonyl)-3-piperidinyl)carbonyl)-D-prolinamide